9,10-bis(methoxycarbonyltridecyleneoxy)anthracene COC(=O)CCCCCCCCCCCCCOC=1C2=CC=CC=C2C(=C2C=CC=CC12)OCCCCCCCCCCCCCC(=O)OC